dihexadecanoyl-phosphoethanolamine CCCCCCCCCCCCCCCC(=O)N(CCOP(=O)(O)O)C(=O)CCCCCCCCCCCCCCC